C(C)[C@](C(=O)O)(OC1=NN(C(=C1)C=1C=NC(=CC1)F)C1=C(C=CC=C1)F)OCC.COC1=C2C(CC(OC2=CC(=C1)O)C1=CC=CC=C1)=O |r| 5-methoxy-7-hydroxyflavanone Ethyl-(2RS)-ethoxy{[1-(2-fluorophenyl)-5-(6-fluoropyridin-3-yl)-1H-pyrazol-3-yl]oxy}acetat